1-(tert-butyl)-9,10-bis[2-carboxy(4-methyl-4-cyclohexenyl)]carbonyloxyanthracene Guanosine-5'-monophosphate P(=O)(O)(O)OC[C@@H]1[C@H]([C@H]([C@@H](O1)N1C=NC=2C(=O)NC(N)=NC12)O)O.C(C)(C)(C)C1=CC=CC2=C(C3=CC=CC=C3C(=C12)OC(=O)C1C(CC(=CC1)C)C(=O)O)OC(=O)C1C(CC(=CC1)C)C(=O)O